C(C)(C)(C)OC(=O)C1CNC2CCC3N(CCC321)C3=NC=NC2=C3N=CC2.BrC=2C=C(C=C(C2)S(=O)(=O)C2COC3=C2C=CC=C3)N3CCOCC3 4-(3-bromo-5-(2,3-dihydrobenzofuran-3-ylsulfonyl)phenyl)morpholine tert-butyl-6-(7H-pyrrolo[2,3]pyrimidin-4-yl)octahydrocyclopenta[2,1-b:5,1-b']dipyrrole-3(3aH)-carboxylate